BrC=1N=C(C(=NC1)NC1CN(CC1)C(=O)OC(C)(C)C)OC(F)F.C(C)(CC)N([Si](O[Si](C)(C)C)(C)C)C(C)CC 1-di-sec-butylamino-1,1,3,3,3-pentamethyl disiloxane tert-butyl 3-[[5-bromo-3-(difluoromethoxy)-pyrazin-2-yl]amino]pyrrolidine-1-carboxylate